4-(3,5-difluoro-4-(2-methylpyrrolidine-1-yl)phenyl)-5-methylthiazole-2-amine FC=1C=C(C=C(C1N1C(CCC1)C)F)C=1N=C(SC1C)N